(R)-1-(4-((4-((2-fluoro-4-((2-(3-hydroxypiperidin-1-yl)pyridin-4-yl)oxy)phenyl)amino)-7-methoxyquinazolin-6-yl)amino)piperidin-1-yl)prop-2-en-1-one FC1=C(C=CC(=C1)OC1=CC(=NC=C1)N1C[C@@H](CCC1)O)NC1=NC=NC2=CC(=C(C=C12)NC1CCN(CC1)C(C=C)=O)OC